2-(2-isopropylpyridin-3-yl)-7-methyl-9-(4-(5-morpholino-3-(trifluoromethyl)-1H-pyrazol-1-yl)benzyl)-7,9-dihydro-8H-purin-8-one C(C)(C)C1=NC=CC=C1C1=NC=C2N(C(N(C2=N1)CC1=CC=C(C=C1)N1N=C(C=C1N1CCOCC1)C(F)(F)F)=O)C